tert-butyl 6-(difluoromethyl)-5-(6-(methoxycarbonyl)pyridin-3-yl)indoline-1-carboxylate FC(C1=C(C=C2CCN(C2=C1)C(=O)OC(C)(C)C)C=1C=NC(=CC1)C(=O)OC)F